NC1=NC=CC2=C(C=CC=C12)NCC1=CC(=NC=C1)OCC1C2CN(C(C1)C2)C(C)=O 1-(5-(((4-(((1-Aminoisoquinolin-5-yl)amino)methyl)pyridin-2-yl)oxy)methyl)-2-azabicyclo[2.2.1]heptan-2-yl)ethan-1-one